(4-Chlorophenyl)(4-((4-(difluoromethoxy)phenyl)(4-methoxypyridin-3-yl)amino)piperidin-1-yl)methanone ClC1=CC=C(C=C1)C(=O)N1CCC(CC1)N(C=1C=NC=CC1OC)C1=CC=C(C=C1)OC(F)F